FC1=C(C#N)C=CC(=C1)C1=CN(C=2N=CN=C(C21)OC=2C=NN(C2)CC2COC2)CC2CNCC2 2-fluoro-4-(4-((1-(oxetan-3-ylmethyl)-1H-pyrazol-4-yl)oxy)-7-(pyrrolidin-3-ylmethyl)-7H-pyrrolo[2,3-d]pyrimidin-5-yl)benzonitrile